FC1=CC=C(COC2=C(C3=CC=CC=C3C=C2)CNCCO)C=C1 2-(((2-(4-fluorobenzyloxy)naphthalen-1-yl)methyl)amino)-1-ethanol